(S)-4-((3-(ethoxymethyl)-3-(2-(5-methylthiophen-2-yl)ethyl)pyrrolidin-1-yl)methyl)-1-methyl-1H-pyrazole C(C)OC[C@@]1(CN(CC1)CC=1C=NN(C1)C)CCC=1SC(=CC1)C